C(C1=CC=CC=C1)OC1=C(C(=NC(=C1)Cl)C)NS(=O)(=O)C N-(4-benzyloxy-6-chloro-2-methyl-3-pyridyl)methanesulfonamide